BrC=1C=C(C=CC1)C(CC(=O)OC)NC(=O)OC(C)(C)C methyl 3-(3-bromophenyl)-3-(tert-butoxycarbonylamino)propanoate